Cl.NC(CNC(=O)C=1NC2=CC(=CC=C2C1)C1=CC(=C(C=C1)F)OC)CCCN N-(2,5-diaminopentyl)-6-(4-fluoro-3-methoxyphenyl)-1H-indole-2-carboxamide hydrochloride